ClC1=NC(=NC(=C1)Cl)SC=1SC2=C(N1)C=CC=C2 2-((4,6-dichloropyrimidin-2-yl)thio)benzo[d]thiazole